ClC=1C(=C(C(=CC1)F)[C@H](C12CCC(CC1)(C2)F)NC(=O)[C@@H]2C[C@H]([C@H](C2)NC(=O)C=2C=NC=NC2)OC([2H])([2H])[2H])F N-((1S,2R,4S)-4-(((S)-(3-chloro-2,6-difluorophenyl)(4-fluorobicyclo[2.2.1]heptan-1-yl)methyl)carbamoyl)-2-(methoxy-d3)cyclopentyl)pyrimidine-5-carboxamide